Methyl 2-[acetyl(4-isopropylbenzyl)amino]-4,7-dihydro-5H-spiro[1-benzothiophene-6,2'-[1,3]dioxolane]-3-carboxylate C(C)(=O)N(C=1SC2=C(C1C(=O)OC)CCC1(OCCO1)C2)CC2=CC=C(C=C2)C(C)C